C(C)(C)(C)OC(CCCCCCCCCCCCCCCCC(=O)OC(C)(C)C)=O di-tert-butyl-octadecandioate